BrC=1C(=C2C=C(C(N3C2=C(C1OCOC)CC3)=O)OCCC3CC3)F 8-bromo-5-(2-cyclopropylethoxy)-7-fluoro-9-(methoxymethoxy)-1,2-dihydro-4H-pyrrolo[3,2,1-ij]quinolin-4-one